ClC1=C(OC=2C=C3C4=C(N(C3=CC2)C(=O)OC(C)(C)C)COCC4C)C(=CC(=C1)NN=C(C(=O)NC(=O)OCC)C#N)Cl Tert-butyl 6-(2,6-dichloro-4-(2-(1-cyano-2-((ethoxycarbonyl)amino)-2-oxoethylidene)hydrazineyl)phenoxy)-4-methyl-3,4-dihydropyrano[3,4-b]indole-9(1H)-carboxylate